(3R)-3-(3-nitrophenyl)butanehydrazide [N+](=O)([O-])C=1C=C(C=CC1)[C@@H](CC(=O)NN)C